2-cyclopropyl-7-methoxy-4-(3,4,5-trimethoxyphenyl)-2H-indazole C1(CC1)N1N=C2C(=CC=C(C2=C1)C1=CC(=C(C(=C1)OC)OC)OC)OC